FC1=CC=C(C=C1)C1=C(C=2N(C(=N1)N)N=C(N2)CC2=NC=CC=C2F)C=2C=CC1=C(N(C=N1)C)C2 7-(4-fluorophenyl)-2-((3-fluoropyridin-2-yl)methyl)-8-(1-methyl-1H-benzo[d]imidazol-6-yl)-[1,2,4]triazolo[1,5-c]pyrimidin-5-amine